1-Butyl-5-(diaminomethylene)-3-(4-((5,5-dimethyl-2,4-dioxoimidazolidin-1-yl)methyl)phenyl)pyrimidine-2,4,6(1H,3H,5H)-trione C(CCC)N1C(N(C(C(C1=O)=C(N)N)=O)C1=CC=C(C=C1)CN1C(NC(C1(C)C)=O)=O)=O